4-(4-(4,4,5,5-tetramethyl-1,3,2-dioxaborolan-2-yl)phenyl)piperidine-1-carboxylic acid tert-butyl ester C(C)(C)(C)OC(=O)N1CCC(CC1)C1=CC=C(C=C1)B1OC(C(O1)(C)C)(C)C